6-(1-hydroxy-1-phenylethyl)-2-azaspiro[3.3]Heptane-2-carboxylic acid tert-butyl ester C(C)(C)(C)OC(=O)N1CC2(C1)CC(C2)C(C)(C2=CC=CC=C2)O